C(=C)C1=C(C=CC=C1COC1=NC(=C(C(=N1)OC)C=O)OC)C1=CC=CC=C1 2-((2-vinyl-[1,1'-biphenyl]-3-yl)methoxy)-4,6-dimethoxypyrimidin-5-carbaldehyde